1-ethyl-3-((R)-3-((S)-2-hydroxy-3-(3-(methylsulfonyl)phenoxy)propylamino)-1-oxa-8-azaspiro[4.5]decan-8-ylsulfonyl)quinolin-4(1H)-one mesylate hemihydrate O.S(C)(=O)(=O)O.C(C)N1C=C(C(C2=CC=CC=C12)=O)S(=O)(=O)N1CCC2(C[C@H](CO2)NC[C@@H](COC2=CC(=CC=C2)S(=O)(=O)C)O)CC1.C(C)N1C=C(C(C2=CC=CC=C12)=O)S(=O)(=O)N1CCC2(C[C@H](CO2)NC[C@@H](COC2=CC(=CC=C2)S(=O)(=O)C)O)CC1.S(C)(=O)(=O)O